COC(C(CC(=O)C1=C(C=CC=C1)N)C(C(CC(=O)C1=C(C=CC=C1)N)NC(C)=O)=O)=O 2-(2-acetamido-4-(2-aminophenyl)-4-oxobutanoyl)-4-(2-aminophenyl)-4-oxobutanoic acid methyl ester